Lauryl-Saccharine C(CCCCCCCCCCC)N1S(=O)(=O)C2=CC=CC=C2C1=O